(R)-4-(1-(2-(2-methoxyphenyl)-2-((tetrahydro-2H-pyran-4-yl)oxy)ethyl)-5-methyl-2,4-dioxo-6-(prop-1-yn-1-yl)-1,4-dihydrothieno[2,3-d]pyrimidin-3(2H)-yl)pyridine-2-carboxylic acid COC1=C(C=CC=C1)[C@H](CN1C(N(C(C2=C1SC(=C2C)C#CC)=O)C2=CC(=NC=C2)C(=O)O)=O)OC2CCOCC2